COC[C@@H](C[C@H](C=C)C)O (2R,4R)-1-METHOXY-4-METHYLHEX-5-EN-2-OL